1-(5-(5-chloro-2-methoxypyridin-4-yl)-1H-pyrazole-3-carbonyl)-N-(2-methyl-2,3-dihydrobenzofuran-3-yl)piperidine-4-carboxamide ClC=1C(=CC(=NC1)OC)C1=CC(=NN1)C(=O)N1CCC(CC1)C(=O)NC1C(OC2=C1C=CC=C2)C